γ-(2-aminoethyl)aminopropyltriisopropoxysilane n-butyl-4,4-di(t-butylperoxy)valerate C(CCC)OC(CCC(C)(OOC(C)(C)C)OOC(C)(C)C)=O.NCCNCCC[Si](OC(C)C)(OC(C)C)OC(C)C